C(C(=C)C)(=O)NNC[C@H](O)[C@@H](O)[C@H](O)[C@H](O)CO N-(methacrylamido)glucamine